CC=1C=NSC1C(C)O 1-(4-Methylisothiazol-5-yl)ethanol